[14C]oxalate [14C](C(=O)[O-])(=O)[O-]